5-bromo-3-(2-(2-ethoxy-2-oxoethyl)phenoxy)-2,3-dihydrospiro[indene-1,4'-piperidine]-1'-carboxylic acid isobutyl ester C(C(C)C)OC(=O)N1CCC2(CC1)CC(C1=CC(=CC=C12)Br)OC1=C(C=CC=C1)CC(=O)OCC